C(C)OC(=O)C1=NNC(=C1)CCCC 5-butyl-1H-pyrazole-3-carboxylic acid ethyl ester